4-(4-chlorophenyl)-5-((5-nitrothiazol-2-yl)thio)-2,4-dihydro-3H-1,2,4-triazol-3-one ClC1=CC=C(C=C1)N1C(NN=C1SC=1SC(=CN1)[N+](=O)[O-])=O